FC=1C=2N(C=C(C1)NC(=O)C1=CC=C(C=3C=C(OC31)C)C3CCNCC3)C=C(N2)C N-[8-fluoro-2-methylimidazo[1,2-a]pyridin-6-yl]-2-methyl-4-(piperidin-4-yl)-1-benzofuran-7-carboxamide